FC1=C(C=CC=2C=NSC21)NC2=NC=NC1=CC=C(C=C21)C2CN(CCC2)C(=O)OC(C)(C)C tert-butyl 3-(4-((7-fluorobenzo[d]isothiazol-6-yl)amino)quinazolin-6-yl)piperidine-1-carboxylate